ClC1=CC(=CC=2CN(CCOC21)CC2=CN=CO2)N2C=CC1=CC(=CC=C21)F 9-chloro-7-(5-fluoroindol-1-yl)-4-(1,3-oxazol-5-ylmethyl)-3,5-dihydro-2H-1,4-benzoxazepine